BrC=1C(=CC2=C(NC(C(CS2)(CCC)C)=O)C1)OC 7-bromo-8-methoxy-3-methyl-3-propyl-2,3-dihydro-1,5-benzo-1,5-thiazepin-4(5H)-one